N1(CCC1)C1=CC(=NC=C1)NCC=1C=CC=2N(C1)C=C(N2)CN2C(C1=CN=CC(=C1C=C2)C2=CC=CC=C2)=O 2-{[6-({[4-(azetidin-1-yl)pyridin-2-yl]amino}methyl)imidazo[1,2-a]pyridin-2-yl]methyl}-5-phenyl-1,2-dihydro-2,7-naphthyridin-1-one